NC1=C2C(=C3C(=N1)C=C(N3)C(=O)N([C@@H]3CCCC=1C=CC=NC31)CC3=C(C=CC=C3F)F)COC2 (R)-5-amino-N-(2,6-difluorobenzyl)-N-(5,6,7,8-tetrahydroquinolin-8-yl)-6,8-dihydro-1H-furo[3,4-d]pyrrolo[3,2-b]pyridine-2-carboxamide